Sodium (2S,5R)-2-(imino (pyridin-4-ylmethoxy) methyl)-7-oxo-1,6-diazabicyclo[3.2.1]octan-6-yl sulfate S(=O)(=O)(ON1[C@@H]2CC[C@H](N(C1=O)C2)C(OCC2=CC=NC=C2)=N)[O-].[Na+]